CN(S(=O)(=O)C1=CC=C(C=C1)S(=O)(=O)N1CC2(C3=CC=CC=C13)CN(C2)CC2CCOCC2)C N,N-dimethyl-4-({1-[(oxan-4-yl)methyl]-1',2'-dihydrospiro[azetidine-3,3'-indol]-1'-yl}sulfonyl)benzene-1-sulfonamide